FC(=CCSCC[C@H](N)C(=O)O)F S-3,3-difluoroallyl-homocysteine